5-(2-(6-Chloroimidazo[1,2-a]pyridin-3-yl)pyrimidin-4-yl)-5-azaspiro[2.5]octane-1-carboxylic acid methyl ester COC(=O)C1CC12CN(CCC2)C2=NC(=NC=C2)C2=CN=C1N2C=C(C=C1)Cl